CC=1N(C(SC1C)=NC(=O)C1C(C1(C)C)(C)C)C(C(C(C([2H])([2H])OS(=O)(=O)C1=CC=C(C=C1)C)([2H])[2H])([2H])[2H])([2H])[2H] 4-(4,5-dimethyl-2-((2,2,3,3-tetramethylcyclopropane-1-carbonyl)-imino)thiazole-3(2H)-yl)butyl-1,1,2,2,3,3,4,4-d8-4-methylbenzenesulphonate